2-Oxo-2-[rac-(2S,5R)-4-cyclobutyl-5-methyl-2-phenyl-piperazin-1-yl]acetamide 2,2,2-Trifluoroethyl-2-oxo-2-[rac-(2S,5R)-4-cyclobutyl-5-methyl-2-phenyl-piperazin-1-yl]acetate FC(COC(C(N1[C@H](CN([C@@H](C1)C)C1CCC1)C1=CC=CC=C1)=O)=O)(F)F.O=C(C(=O)N)N1[C@H](CN([C@@H](C1)C)C1CCC1)C1=CC=CC=C1 |r|